FC=1C=C(C#N)C=C(C1)NC=1C=NC=2CCN(CC2C1)C=1C(=CC=2N(N1)C(C=CN2)=O)C 3-fluoro-5-((6-(8-methyl-4-oxo-4H-pyrimido[1,2-b]pyridazin-7-yl)-5,6,7,8-tetrahydro-1,6-naphthyridin-3-yl)amino)benzonitrile